SC(C(=O)O)CCCCCCCCCC mercaptolauric acid